O-(4-bromo-2-nitrophenyl)-N-(tert-butoxycarbonyl)-L-serine BrC1=CC(=C(C=C1)OC[C@H](NC(=O)OC(C)(C)C)C(=O)O)[N+](=O)[O-]